FC=1C=C2C(=NNC2=CC1OCCOC)C1=CC(=NO1)C1=CC=C(C(=O)N2C3CS(CC2C3)(=O)=O)C=C1 6-(4-{5-[5-Fluoro-6-(2-methoxyethoxy)-1H-indazol-3-yl]-1,2-oxazol-3-yl}benzoyl)-3λ6-thia-6-azabicyclo[3.1.1]heptane-3,3-dione